C(OCC1=CC=C(C=C1)NC([C@H](CCCNC(=O)N)NC([C@H](C(C)C)NC(CCCCCN1C(C=CC1=O)=O)=O)=O)=O)(OC1=CC=C(C=C1)[N+](=O)[O-])=O 4-((S)-2-((S)-2-(6-(2,5-dioxo-2,5-dihydro-1H-pyrrol-1-yl) hexanamido)-3-methylbutanamido)-5-ureidovaleramido)-benzyl (4-nitrophenyl) carbonate